C(C)CC(C(=O)O)(C)C1=CC(=CC=C1)OC ethyl-α-methyl-3-(methoxy)phenylpropionic acid